n-dodecyl-1,3-diaminopropane C(CCCCCCCCCCC)C(CCN)N